rac-4-Amino-3-(((8,8-difluoro-1,4-dioxaspiro[4.5]decan-7-yl)methyl)amino)benzonitrile Iron [Fe].NC1=C(C=C(C#N)C=C1)NC[C@H]1CC2(OCCO2)CCC1(F)F |r|